C(C1=CC=CC=C1)C=1C=2C(C(N(C1)C)=O)=CN(C2)C(=O)OC2=CC=C(C=C2)[N+](=O)[O-] 4-nitrophenyl 7-benzyl-5-methyl-4-oxo-4,5-dihydro-2H-pyrrolo[3,4-c]pyridine-2-carboxylate